FC(C(=O)O)(F)F.C(#N)[C@H]1N(CC(C1)(F)F)C(CNC(=O)C1=CC=NC2=CC=CC=C12)=O N-(2-((S)-2-cyano-4,4-difluoropyrrolidin-1-yl)-2-oxoethyl)quinoline-4-carboxamide, 2,2,2-trifluoroacetate salt